5-(2-propoxyphenoxy)carbonylamino-3-(1-(2-pentyl)piperidin-4-yl)-1H-indole C(CC)OC1=C(OC(=O)NC=2C=C3C(=CNC3=CC2)C2CCN(CC2)C(C)CCC)C=CC=C1